P(=O)(OC(C(F)(F)F)C(F)(F)F)(OCC#C)OCC#C hexafluoroisopropyl bis(propargyl) phosphate